FC1=C(C(=CC=C1)C)N1N=C2C(=CC1=O)NN=C2C2=CC=C1C3(CN(CC1=C2)C)CC3 5-(2-fluoro-6-methylphenyl)-3-(2'-methyl-2',3'-dihydro-1'H-spiro[cyclopropane-1,4'-isoquinoline]-7'-yl)-1H-pyrazolo[4,3-c]pyridazin-6(5H)-one